(R/S)-(4-((2-(difluoromethyl)-2H-tetrazol-5-yl)(phenyl)methyl)piperazin-1-yl)(4-(5-(1-methyl-1H-pyrazol-4-yl)benzo[d]oxazol-2-yl)pyridin-2-yl)methanone FC(N1N=C(N=N1)[C@H](N1CCN(CC1)C(=O)C1=NC=CC(=C1)C=1OC2=C(N1)C=C(C=C2)C=2C=NN(C2)C)C2=CC=CC=C2)F |r|